acryloylaminopropyl-dimethylbenzyl-ammonium di-tert-butyl-2,2-dipentylmalonate C(C)(C)(C)OC(C(C(=O)OC(C)(C)C)(CCCCC)CCCCC)=O.C(C=C)(=O)NCCC[N+](CC1=CC=CC=C1)(C)C